2-bromo-5-((4-chlorophenoxy)methyl)-1,3,4-thiadiazole BrC=1SC(=NN1)COC1=CC=C(C=C1)Cl